N-(2-propanoyloxyethyl)methacrylamide C(CC)(=O)OCCNC(C(=C)C)=O